ClC1=C(C=2S(NC3=C(C=C(C(C4=CC=CC(OCCNC(C(=C1)C2)=O)=C4)=C3)F)F)(=O)=O)OC 11-chloro-3,5-difluoro-10-methoxy-8,8-dioxo-18-oxa-8λ6-thia-7,15-diazatetracyclo[17.3.1.12,6.19,13]pentacosa-1(22),2(25),3,5,9(24),10,12,19(23),20-nonaen-14-one